racemic-(3S,4S) and (3R,4R)-2-(4-(tert-butyl)-3-chlorophenyl)-3-(2,3-dihydrobenzo[b][1,4]dioxin-6-yl)-7-fluoro-1-oxo-1,2,3,4-tetrahydroisoquinoline-4-carboxylic acid C(C)(C)(C)C1=C(C=C(C=C1)N1C(C2=CC(=CC=C2[C@@H]([C@H]1C1=CC2=C(OCCO2)C=C1)C(=O)O)F)=O)Cl |r|